CN(CCN(C1=C(C=C(C(=C1)OC)NC1=NC=CC(=N1)C1=CN(C2=CC=CC=C12)CC1=CC(=C(C=C1)C=O)O)NC(C)=O)C)C N-(2-((2-(dimethylamino)ethyl)(methyl)amino)-5-((4-(1-(4-formyl-3-hydroxybenzyl)-1H-indol-3-yl)pyrimidin-2-yl)amino)-4-methoxyphenyl)acetamide